(S)-tert-butyl 2-(2-(4-cyanobenzoyl)-7-(3-methyl-1H-pyrrolo[2,3-b]pyridin-5-yl)-1,2,3,4-Tetrahydroisoquinolin-5-yl)pyrrolidine-1-carboxylate C(#N)C1=CC=C(C(=O)N2CC3=CC(=CC(=C3CC2)[C@H]2N(CCC2)C(=O)OC(C)(C)C)C=2C=C3C(=NC2)NC=C3C)C=C1